FC1=CC=C(COC2=CC=C(N(CC3OC3)C)C=C2)C=C1 4-((4-fluorobenzyl)oxy)-N-methyl-N-(oxiran-2-ylmethyl)aniline